CC1=CC2=C(OCCCO2)C=C1 7-Methyl-2H,4H-1,5-benzodioxepin